CP(C)COC1=CN(C=2CCC([C@H](C12)O)(F)F)C1=CC(=C(C=C1)F)C(F)F (S)-(1-(3-(difluoromethyl)-4-fluorophenyl)-5,5-difluoro-4-hydroxy-4,5,6,7-tetrahydro-1H-indol-3-yl) dimethylphosphinomethyl oxide